5-Amino-2-{[5-(4-amino-quinazolin-6-yl)-thiophen-2-ylmethyl]-amino}-N-(3,4-difluoro-benzyl)-nicotinamide NC=1C=NC(=C(C(=O)NCC2=CC(=C(C=C2)F)F)C1)NCC=1SC(=CC1)C=1C=C2C(=NC=NC2=CC1)N